N1=C(C=CC=C1)N1N=C2CCCCC2=C1O (pyridin-2-yl)-4,5,6,7-tetrahydro-2H-indazol-3-ol